5-octyl-1-[3-(triethoxysilyl)propyl]-1H-tetrazole C(CCCCCCC)C1=NN=NN1CCC[Si](OCC)(OCC)OCC